1-[(2S)-4,4-Difluoro-2-(3-methoxy-2-methyl-phenyl)pyrrolidin-1-yl]-2-(3-isopropyl-5-methyl-pyrazol-1-yl)ethanone FC1(C[C@H](N(C1)C(CN1N=C(C=C1C)C(C)C)=O)C1=C(C(=CC=C1)OC)C)F